BrC1=C(C(=CC=C1)C)C1=C(C(=NC(=N1)NC1=CC(=C(C=C1)C1CCN(CC1)C)C)OC)C(=O)N (2-bromo-6-methylphenyl)-4-methoxy-2-((3-methyl-4-(1-methylpiperidin-4-yl)phenyl)amino)pyrimidine-5-carboxamide